CN1N=C2C(=CC=C(C2=C1)C1=CC(=C(CN2C(C3=NC=CC=C3C2=O)([2H])[2H])C(=C1)OCC(C)C)F)C 6-(4-(2,7-dimethyl-2H-indazol-4-yl)-2-fluoro-6-isobutoxybenzyl)-6,7-dihydro-5H-pyrrolo[3,4-b]pyridin-5-one-7,7-d2